3-(2-aminoethyl)-1-benzofuran-4-ol NCCC1=COC=2C1=C(C=CC2)O